1-methyl-5-[1-(5-nitro-2-pyridinyl)-3-(trifluoromethyl)pyrazol-4-yl]Imidazole-2-carboxamide CN1C(=NC=C1C=1C(=NN(C1)C1=NC=C(C=C1)[N+](=O)[O-])C(F)(F)F)C(=O)N